NC1=CC=C(C=N1)/C=C/C(=O)NCC=1OC2=C(N1)C=C(C=C2Cl)C2=CC=C(C=C2)C(=O)N2CCOCC2 (E)-3-(6-aminopyridin-3-yl)-N-((7-chloro-5-(4-(morpholine-4-carbonyl)phenyl)benzo[d]oxazol-2-yl)methyl)acrylamide